C(C1=CC=CC=C1)OC(=O)NC1(CN(C1)C(=O)OC(C)(C)C)C#N tert-butyl 3-(((benzyloxy)carbonyl)amino)-3-cyanoazetidine-1-carboxylate